BrC=1C=C2C(=NC1)NC=C2C(=O)C2=C(C(=CC=C2F)[N+](=O)[O-])F (5-bromo-1H-pyrrolo[2,3-b]pyridin-3-yl)(2,6-difluoro-3-nitrophenyl)methanone